CC1=CC=C(C(=O)C2CCN(CC2)CCCN(C(CC)=O)C2=CC=CC=C2)C=C1 N-(3-(4-(4-methylbenzoyl)piperidin-1-yl)propyl)-N-phenylpropionamide